CN(CCOC=1C(=C(C(=O)N[C@H](C)C2=CC(=CC(=C2)C=2C=NN(C2)C)C2=NN(C=C2)CC)C(=CC1)C)F)C (R)-3-(2-(dimethylamino)ethoxy)-N-(1-(3-(1-ethyl-1H-pyrazol-3-yl)-5-(1-methyl-1H-pyrazol-4-yl)phenyl)ethyl)-2-fluoro-6-methylbenzamide